trioxa-2-azatridecan ONOOCCCCCCCCC